C(C)(C)SC1=C(C=CC=C1)SC(C)C 1,2-bis(isopropylthio)benzene